C(C)(C)(C)OC(=O)NC1CCC2=CC=C(C=C12)C(=O)OCC ethyl 3-((tert-butoxycarbonyl) amino)-2,3-dihydro-1H-indene-5-carboxylate